ClC1=NC=C(C=C1NS(=O)(=O)C1=C(C=CC=C1F)F)C=1C=C2C(=NC=NC2=CC1)N1[C@H](CN(CC1)C(\C=C\C(C)=O)=O)C (S,E)-N-(2-chloro-5-(4-(2-methyl-4-(4-oxopent-2-enoyl)piperazin-1-yl)quinazolin-6-yl)pyridin-3-yl)-2,6-difluorobenzenesulfonamide